ClC1=NC=CC(=C1)N1C(C(C2=CC=C(C=C12)C(F)(F)F)C)=O (2-chloro-4-pyridinyl)-3-methyl-6-(trifluoromethyl)indolin-2-one